CC(CC[C@@H](C(=O)O)N[C@@H](C(F)(F)F)C1=CC(=CC=C1)OC)(C)C (2S)-5,5-dimethyl-2-{[(1R)-2,2,2-trifluoro-1-(3-methoxyphenyl)ethyl]amino}hexanoic acid